3-(6-chloro-5-((triisopropylsilyl)ethynyl)pyridin-2-yl)-6-cyclopropyl-7-methoxyimidazo[1,2-b]pyridazine ClC1=C(C=CC(=N1)C1=CN=C2N1N=C(C(=C2)OC)C2CC2)C#C[Si](C(C)C)(C(C)C)C(C)C